C(#N)[C@]1(O[C@@H]([C@H]([C@H]1OC(=O)OCCCCC)OC(=O)OCCCCC)COC(=O)OCCCCC)C1=CC=C2C(=NC=NN21)NC(OCCCCC)=O pentyl (7-((2R,3R,4R,5R)-2-cyano-3,4-bis(((pentyloxy)carbonyl)oxy)-5-((((pentyloxy)carbonyl)oxy)methyl)tetrahydrofuran-2-yl)pyrrolo[2,1-f][1,2,4]triazin-4-yl)carbamate